N1C(=CC2=CC=CC=C12)C(=O)N1CC=2N(CC1)N=CC2C(=O)N2C1(CC1)CC(CC2)O 4-[5-(1H-indole-2-carbonyl)-4H,5H,6H,7H-pyrazolo[1,5-a]pyrazine-3-carbonyl]-4-azaspiro[2.5]octan-7-ol